C1(=CC=CC=C1)CC(=O)OC1C=CC2C3C=CC(C12)C3 3a,4,7,7a-tetrahydro-1H-4,7-methanoinden-1-yl 2-phenylacetate